C1(CCCCCCC1)NC(=O)C1=CC2=C(N=C(S2)C)N1 N-cyclooctyl-2-methyl-4H-pyrrolo[2,3-d]thiazole-5-carboxamide